1-(2-chloro-5-((1-methyl-1H-pyrazol-4-yl)ethynyl)pyridin-4-yl)-N,N-dimethylamine ClC1=NC=C(C(=C1)CNC)C#CC=1C=NN(C1)C